(6z,10z)-18-isocyano-octadeca-6,9-diene [N+](#[C-])CCCCCCCC\C=C/C\C=C/CCCCC